2-iodo-ethylbenzene ICCC1=CC=CC=C1